racemic-N-[5-([1-[4-(trifluoromethyl)phenyl]propan-2-yl]oxy)-1H-indol-3-yl]acetamide FC(C1=CC=C(C=C1)C[C@@H](C)OC=1C=C2C(=CNC2=CC1)NC(C)=O)(F)F |r|